ethyl 3-amino-8-bromo-5-methylimidazo[1,2-a]pyridine-2-carboxylate NC1=C(N=C2N1C(=CC=C2Br)C)C(=O)OCC